1-chloro-3-phenylpyrrolo[1,2-a]quinoxaline ClC1=CC(=C2N1C1=CC=CC=C1N=C2)C2=CC=CC=C2